CN1CCN(CC1)CCC(=O)OCC(CCCCCC\C=C/C\C=C/CCCCCCCC(=O)[O-])CCCCCC\C=C/C\C=C/CCCCCCCC(=O)[O-] (9Z,9'Z,12Z,12'Z)-2-(((3-(4-methylpiperazin-1-yl)propanoyl)oxy)methyl)propane-1,3-diylbis(octadeca-9,12-dienoate)